C(C)(C)C1=C(C=CC=C1)C(CNS(=O)(=O)C1=CC=C(C=C1)C)NC1CC2(C1)CCN(CC2)C(=O)OC(C)(C)C tert-butyl 2-((1-(2-isopropylphenyl)-2-(4-methylphenylsulfonamido) ethyl) amino)-7-azaspiro[3.5]nonane-7-carboxylate